(R)-N-(3-(1-((2-Amino-5-(1-methyl-1H-pyrazol-4-yl)pyridin-3-yl)oxy)ethyl)phenyl)-4-methyl-3-(methylthio)benzamid NC1=NC=C(C=C1O[C@H](C)C=1C=C(C=CC1)NC(C1=CC(=C(C=C1)C)SC)=O)C=1C=NN(C1)C